CN(CCCNCCCN)C N1-(3-Dimethylamino-propyl)-propane-1,3-diamine